ClC1=C(C=C(C(=C1)F)C1=NC=NC2=CC(=CC=C12)N1CCOCC1)C(C(=O)N)C=1N(C(C=C(C1)C)=O)C 2-[2-Chloro-4-fluoro-5-(7-morpholin-4-yl-quinazolin-4-yl)-phenyl]-2-(1,4-dimethyl-6-oxo-1,6-dihydropyridin-2-yl)-acetamide